tert-butyl-4-oxo-2-oxa-8-azaspiro[4.5]decane C(C)(C)(C)C1OCC(C12CCNCC2)=O